Dimethyl 4-(3-((tert-butyldimethylsilyl)oxy)prop-1-yn-1-yl)-5-cyanophthalate [Si](C)(C)(C(C)(C)C)OCC#CC=1C=C(C(C(=O)OC)=CC1C#N)C(=O)OC